N-(2-oxo-2-((2-phenoxyphenyl)amino)ethyl)-1-naphthamide O=C(CNC(=O)C1=CC=CC2=CC=CC=C12)NC1=C(C=CC=C1)OC1=CC=CC=C1